N-(4-cyclobutyl-3-((3,3-difluorocyclobutyl)methyl)-1-methyl-1H-pyrazol-5-yl)-3-cyclopropyl-3-methylbutanamide C1(CCC1)C=1C(=NN(C1NC(CC(C)(C)C1CC1)=O)C)CC1CC(C1)(F)F